lithium N,N-dimethylaminosulfonate CN(C)S(=O)(=O)[O-].[Li+]